[Ti].O1CCC(=CC1)C1=C(CN2C[C@@H](CC2)O)C=C(C=C1)[N+](=O)[O-] (R)-1-(2-(3,6-dihydro-2H-pyran-4-yl)-5-nitrobenzyl)pyrrolidin-3-ol titanium